(4S,5S)-5-((5-chloro-4-(4-fluoro-1-isopropyl-2-methyl-1H-benzo[d]imidazol-6-yl)pyrimidin-2-yl)amino)-2-(methoxymethyl)-4,5,6,7-tetrahydropyrazolo[1,5-a]pyridin-4-ol ClC=1C(=NC(=NC1)N[C@@H]1[C@@H](C=2N(CC1)N=C(C2)COC)O)C=2C=C(C1=C(N(C(=N1)C)C(C)C)C2)F